methyl 3-[2-(3-bromopropoxy)-4-chlorophenyl]propanoate BrCCCOC1=C(C=CC(=C1)Cl)CCC(=O)OC